O=C1N(C2=C(SC1)C=C(C=C2)C(F)(F)F)CCC(=O)NC2=NN=C(N2)C2=NC=CC=C2 3-(3-OXO-7-(TRIFLUOROMETHYL)-2H-BENZO[B][1,4]THIAZIN-4(3H)-YL)-N-(5-(PYRIDIN-2-YL)-4H-1,2,4-TRIAZOL-3-YL)PROPANAMIDE